C(C)OC(OCC)[SiH2]CCCOC(OCCC[SiH2]C(OCC)OCC)=O bis[3-(diethoxymethylsilyl)propyl]carbonate